(Z)-1-acetyl-2-((5-((E)-3-morpholino-3-oxoprop-1-en-1-yl)benzo[d]thiazol-2-yl)methylene)indolin-3-one C(C)(=O)N1\C(\C(C2=CC=CC=C12)=O)=C/C=1SC2=C(N1)C=C(C=C2)\C=C\C(=O)N2CCOCC2